O(C1=CC=CC=C1)B1CCCC1 phenoxyborolan